FN[C@H](C(=O)O)CC1=CC=C(O)C(O)=C1 Fluorodopa